4-pentoxymethoxy-1-methylbutylmagnesium chloride C(CCCC)OCOCCCC(C)[Mg]Cl